(5S)-1-(4-chlorophenyl)-5-methyl-3-methylidenepyrrolidin-2-one ClC1=CC=C(C=C1)N1C(C(C[C@@H]1C)=C)=O